2-(3-tert-butyl-2-hydroxy-5-(2-octyloxycarbonylethyl)phenyl)benzotriazole C(C)(C)(C)C=1C(=C(C=C(C1)CCC(=O)OCCCCCCCC)N1N=C2C(=N1)C=CC=C2)O